N-(6-methoxy-1-methyl-1H-indazol-7-yl)-1-(4-(1-methoxy-cyclobutyl)pyridin-2-yl)-1H-pyrazole-4-sulfonamide COC1=CC=C2C=NN(C2=C1NS(=O)(=O)C=1C=NN(C1)C1=NC=CC(=C1)C1(CCC1)OC)C